C(C)(=O)SC(CC)CC S-(pent-3-yl) thioacetate